CSCCCNC(=O)C=1OC(=CC1)C1=CC(=CC=C1)C(F)(F)F N-(3-(methylthio)propyl)-5-(3-(trifluoromethyl)phenyl)furan-2-carboxamide